methyl-4,5,6,7-tetrahydrothieno[3,2-c]Pyridine-2-carboxamide CC1=C(SC2=C1CNCC2)C(=O)N